CC1=COC(=C1)C=O 4-methyl-2-furfural